3,4,5-tris(benzyloxy)-6-((S)-1-fluoro-2-methoxyethyl)tetrahydro-2H-pyran-2-yl Acetate C(C)(=O)OC1OC(C(C(C1OCC1=CC=CC=C1)OCC1=CC=CC=C1)OCC1=CC=CC=C1)[C@H](COC)F